C(C)(C)(C)OC(NC1CCN(CC1)S(=O)(=O)CCCCCCN1C(C2=CC=CC=C2C1=O)=O)=O (1-((6-(1,3-dioxoisoindolin-2-yl)hexyl)sulfonyl)piperidin-4-yl)carbamic acid tert-butyl ester